C(C)(C)(C)OC([C@H](C)OC1=C(C=C(C=C1)F)C1=NOCC1OCC)=O (2S)-2-[4-fluoro-2-(4-ethoxy-4,5-dihydroisoxazol-3-yl)phenoxy]propionic acid tert-butyl ester